FC1=CC=C(C=C1)N1N=CC2=CC(=C(C=C12)C)N1C[C@H](CC1)NS(=O)(=O)C (S)-N-(1-(1-(4-fluorophenyl)-6-methyl-1H-indazol-5-yl)pyrrolidin-3-yl)methanesulfonamide